C(C)OC(=O)[C@H]1N(CC(CC1)(F)F)C(=O)OC(C)(C)C (S)-5,5-difluoropiperidine-1,2-dicarboxylic acid O1-tert-butyl ester O2-ethyl ester